N-(4-bromothiazol-2-yl)-5-(piperazin-1-yl)picolinamide hydrochloride Cl.BrC=1N=C(SC1)NC(C1=NC=C(C=C1)N1CCNCC1)=O